ClCC=1C=CC2=C(N=C(O2)NC2=NC3=C(N2C)C=CC(=C3)F)C1 5-(chloromethyl)-N-(5-fluoro-1-methyl-1H-1,3-benzodiazol-2-yl)-1,3-benzoxazol-2-amine